CNC=1SC(=NN1)C(C)(C)C 2-methylamino-5-t-butyl-1,3,4-thiadiazole